OC1(CCCCC1)C(=O)OC=C vinyl hydroxycyclohexylformate